5-(4-(3-(7-fluoro-1-oxo-1,2-dihydroisoquinolin-3-yl)cyclohexyl)piperazin-1-yl)-N-methylpicolinamide FC1=CC=C2C=C(NC(C2=C1)=O)C1CC(CCC1)N1CCN(CC1)C=1C=CC(=NC1)C(=O)NC